stearyloxytitanium C(CCCCCCCCCCCCCCCCC)O[Ti]